1-(2-methoxypropyl)-3-methylimidazolium COC(CN1C=[N+](C=C1)C)C